8-methoxy-N-((S)-3,3,3-trifluoro-2-((S)-7-(4-fluorophenyl)-3-methyl-3-(1H-1,2,3-triazol-5-yl)-2,3-dihydrofuro[2,3-c]pyridin-5-yl)-2-hydroxypropyl)quinoline-6-carboxamide COC=1C=C(C=C2C=CC=NC12)C(=O)NC[C@](C(F)(F)F)(O)C=1C=C2C(=C(N1)C1=CC=C(C=C1)F)OC[C@@]2(C2=CN=NN2)C